(S)-N-(2-(2-cyano-4,4-difluoropyrrolidin-1-yl)-2-oxoethyl)-6-(2-(dimethylamino)ethoxy)quinoline-4-carboxamide C(#N)[C@H]1N(CC(C1)(F)F)C(CNC(=O)C1=CC=NC2=CC=C(C=C12)OCCN(C)C)=O